NC1=C(C=C(C(=O)OC)C=C1)NC[C@H]1OCC1 (S)-Methyl 4-amino-3-((oxetan-2-ylmethyl)amino)benzoate